FCC=1[C@@H]([C@@H]([C@H]([C@@H](C1)NCC1CCC2(CC2)CC1)O)O)O (1S,2S,3S,6R)-4-(fluoromethyl)-6-((spiro[2.5]octan-6-ylmethyl)amino)cyclohex-4-ene-1,2,3-triol